4-Chlorophenyl-diphenylsulfonium hexafluoroantimonate F[Sb-](F)(F)(F)(F)F.ClC1=CC=C(C=C1)[S+](C1=CC=CC=C1)C1=CC=CC=C1